[2-[4-benzyloxy-2-methoxy-6-(4-methoxybenzoyl)oxy-phenyl]-2-oxo-ethyl] 4-methoxybenzoate COC1=CC=C(C(=O)OCC(=O)C2=C(C=C(C=C2OC(C2=CC=C(C=C2)OC)=O)OCC2=CC=CC=C2)OC)C=C1